(R)-N-(8-fluoro-2-methylimidazo[1,2-a]pyridin-6-yl)-5-(3-(methylamino)pyrrolidin-1-yl)cinnoline-8-carboxamide FC=1C=2N(C=C(C1)NC(=O)C=1C=CC(=C3C=CN=NC13)N1C[C@@H](CC1)NC)C=C(N2)C